methyl ({5-[5-(difluoromethyl)-1,3,4-oxadiazol-2-yl]pyrimidin-2-yl}amino)(pyridin-2-yl)acetate FC(C1=NN=C(O1)C=1C=NC(=NC1)NC(C(=O)OC)C1=NC=CC=C1)F